C1(CC1)C=1C=CC(=NC1F)C(NC(=O)C1N(CC(C1)F)C(CN1C(NC(C=C1)=O)=O)=O)C1=CC=CC=C1 N-[(5-cyclopropyl-6-fluoropyridin-2-yl)(phenyl)methyl]-1-[2-(2,4-dioxo-1,2,3,4-tetrahydropyrimidin-1-yl)acetyl]-4-fluoropyrrolidine-2-carboxamide